N-{[4-(1,3-thiazole-2-sulfonyl)phenyl]methyl}furo[2,3-c]pyridine S1C(=NC=C1)S(=O)(=O)C1=CC=C(C=C1)CN1C=C2C(C=C1)=CCO2